2-[(2,6-difluoro-4-pyridyl)-(oxetane-3-carbonyl)amino]-N-(2,2-dimethylcyclobutyl)-5-methyl-thiazole-4-carboxamide FC1=NC(=CC(=C1)N(C=1SC(=C(N1)C(=O)NC1C(CC1)(C)C)C)C(=O)C1COC1)F